1-((3R,4R)-1-acetyl-3-fluoropiperidin-4-yl)-4-chloro-N-(5-((2-fluorophenyl)ethynyl)-3-methylpyridin-2-yl)-1H-pyrazole-5-carboxamide C(C)(=O)N1C[C@H]([C@@H](CC1)N1N=CC(=C1C(=O)NC1=NC=C(C=C1C)C#CC1=C(C=CC=C1)F)Cl)F